ClC=1C=NC=C(C1[C@@H](C)OC=1C=C2C(=NN(C2=CC1)C1OCCCC1)C=1C=C(C=CC1)CN)Cl (3-(5-((R)-1-(3,5-dichloropyridin-4-yl)ethoxy)-1-(tetrahydro-2H-pyran-2-yl)-1H-indazol-3-yl)phenyl)methanamine